CC(CN)N The molecule is a diamine that is propane substituted by amino groups at positions 1 and 2. Propylenediamine is commonly used as a bidentate ligand in the formation of coordination complexes. It has a role as a ligand.